methyl (S)-1-(oxetan-2-ylmethyl)-2-((4-(6-((pyridin-4-ylmethyl) sulfonyl) pyridin-2-yl) piperidin-1-yl) methyl)-1H-benzo[d]imidazole-6-carboxylate O1[C@@H](CC1)CN1C(=NC2=C1C=C(C=C2)C(=O)OC)CN2CCC(CC2)C2=NC(=CC=C2)S(=O)(=O)CC2=CC=NC=C2